N1=C(C=CC=C1)N1C(NCC1)=O Pyridyl-imidazolidinone